P(=O)(O)(O)C(C(=O)[O-])CC(=O)[O-].[Sr+2] strontium phosphonosuccinate salt